potassium pyrrolate N1C(=CC=C1)C(=O)[O-].[K+]